(-)-1-((2-((2-(3-chloro-4-fluorophenyl)-1-hydroxypropan-2-yl)amino)-1H-benzo[d]imidazol-4-yl)methyl)-3-methylurea ClC=1C=C(C=CC1F)C(CO)(C)NC1=NC2=C(N1)C=CC=C2CNC(=O)NC